4-(4-((2R,5S)-5-(4-chlorobenzyl)-2-((methylsulfonyl)methyl)-morpholino)cyclohexyl)-1-methyl-1H-pyrrole-2-carbonitrile hydrochloride Cl.ClC1=CC=C(C[C@@H]2N(C[C@@H](OC2)CS(=O)(=O)C)C2CCC(CC2)C=2C=C(N(C2)C)C#N)C=C1